COC=1C(=NC=CC1C1=NOC(=N1)C)NC=1C=C(N=NC1C(NC([2H])([2H])[2H])=O)NC(OC)=O methyl N-(5-{[3-methoxy-4-(5-methyl-1,2,4-oxadiazol-3-yl)pyridin-2-yl]amino}-6-[(2H3)methylcarbamoyl]pyridazin-3-yl)carbamate